(3,3-difluoro-1-methylcyclobutyl)(6-(2-methyl-2H-pyrazolo[3,4-b]pyridin-5-yl)thieno[2,3-b]pyridin-2-yl)methanol FC1(CC(C1)(C)C(O)C1=CC=2C(=NC(=CC2)C2=CC=3C(N=C2)=NN(C3)C)S1)F